(4-isopropylphenyl)bicyclo[2.2.2]octane-1-carbaldehyde C(C)(C)C1=CC=C(C=C1)C1C2(CCC(C1)CC2)C=O